N-(5-(4-methylpiperazin-1-yl)pyridin-2-yl)-4-(3-phenylisoxazolidin-2-yl)-5-(trifluoromethyl)pyrimidin-2-amine CN1CCN(CC1)C=1C=CC(=NC1)NC1=NC=C(C(=N1)N1OCCC1C1=CC=CC=C1)C(F)(F)F